Cl.OCCOCCNC(=O)C1=CC2=C(N(C(=N2)NC=2SC=3CNCCC3N2)C)C=C1 N-(2-(2-hydroxyethoxy)ethyl)-1-methyl-2-((4,5,6,7-tetrahydrothiazolo[5,4-c]pyridin-2-yl)amino)-1H-benzo[d]imidazole-5-carboxamide hydrochloride